N,N,3-trimethylbenzothioamide CN(C(C1=CC(=CC=C1)C)=S)C